N1=NN(C2=NC=CC=C21)C2=CC(=C(C(=O)N([C@H]1CNCCC1)C1=NC=CC3=CC(=CC=C13)C(=O)NC)C=C2)F (R)-1-(4-(3H-[1,2,3]triazolo[4,5-b]pyridin-3-yl)-2-fluoro-N-(piperidin-3-yl)benzamido)-N-methylisoquinoline-6-carboxamide